3-(3-hydroxy-propylsulfonyl)-propan-1-ol OCCCS(=O)(=O)CCCO